3-methacryloylaminopropyl-trimethylammonium C(C(=C)C)(=O)NCCC[N+](C)(C)C